1-(5-bromopyridin-3-yl)-3-(trifluoromethyl)-1,4,5,6-tetrahydro-7H-indazol-7-one BrC=1C=C(C=NC1)N1N=C(C=2CCCC(C12)=O)C(F)(F)F